C1(CCC(N1OC(CCCC1=CC=C2C=CC3=CC=CC4=CC=C1C2=C34)=O)=O)=O Pyrenebutanoic Acid Succinimidyl Ester